3-Bromo-1-(3-ethoxy-2-fluorophenyl)-5-isobutyl-1H-pyrazole BrC1=NN(C(=C1)CC(C)C)C1=C(C(=CC=C1)OCC)F